NC1=CC=C(C=C1)C(C(F)F)(O)C1=CC=C(C=C1)N 1,1-bis(4-aminophenyl)-2,2-difluoroethan-1-ol